Br.NC=1SC=C(N1)C=1C=C(C#N)C=CC1 3-(2-Aminothiazole-4-yl)benzonitrile hydrobromide